tert-butyl (3S)-3-((tert-butylsulfinyl) amino)-3-(4-(2-(4-chlorobenzoyl)phenyl)-3-methylisoxazol-5-yl)propanoate C(C)(C)(C)S(=O)N[C@@H](CC(=O)OC(C)(C)C)C1=C(C(=NO1)C)C1=C(C=CC=C1)C(C1=CC=C(C=C1)Cl)=O